2,2,2-trichloroethyl (1S,3R,5R)-8-((1-(4,4,4-trifluorobutyl) piperidin-4-yl) methylsulfonyl)-8-aza-bicyclo[3.2.1]oct-3-ylcarbamate FC(CCCN1CCC(CC1)CS(=O)(=O)N1[C@@H]2CC(C[C@H]1CC2)NC(OCC(Cl)(Cl)Cl)=O)(F)F